CC1(OB(OC1(C)C)CC1=CC(=CC=C1)C)C 4,4,5,5-tetramethyl-2-(3-methylbenzyl)-1,3,2-dioxaborolane